ClC=1N=C(C2=C(N1)CCC2)Cl 2,4-dichloro-5H,6H,7H-cyclopenta[d]pyrimidine